CN1C(C(=NC2=CC=CC=C12)C=1C=C(C=CC1)C)=O 1-methyl-3-(m-tolyl)quinoxalin-2(1H)-one